[N+](=O)([O-])C=1C=C2C(=NC=NC2=CC1OCCN1CCCCC1)NC=1C=C2C=CC=NC2=CC1 6-nitro-7-(2-(piperidin-1-yl)ethoxy)-N-(quinolin-6-yl)quinazolin-4-amine